2-(BOC-AMINOMETHYL)PYRIDINE-4-BORONIC ACID C(=O)(OC(C)(C)C)C(C1=NC=CC(=C1)B(O)O)N